(S)-2-amino-N-((6-amino-2-methylpyridin-3-yl)methyl)propionamide di-trifluoroacetate FC(C(=O)O)(F)F.FC(C(=O)O)(F)F.N[C@H](C(=O)NCC=1C(=NC(=CC1)N)C)C